FC=1C=CC(=NC1)C1=NN=C(S1)NC(=O)C=1C(N(C2=CC=CC=C2C1O)CC)=O N-(5-(5-Fluoropyridin-2-yl)-1,3,4-thiadiazol-2-yl)-1-ethyl-4-hydroxy-2-quinolone-3-carboxamide